4-[[2-(5-chloro-2-hydroxy-phenyl)acetyl]amino]-N-(3-pyridylmethyl)pyridine-2-carboxamide ClC=1C=CC(=C(C1)CC(=O)NC1=CC(=NC=C1)C(=O)NCC=1C=NC=CC1)O